isopropyl ((S)-(((2R,3S,4R,5R)-5-(2-amino-6-(hydroxyamino)-9H-purin-9-yl)-3,4-dihydroxytetrahydrofuran-2-yl)methoxy)(phenoxy)phosphoryl)-L-alaninate NC1=NC(=C2N=CN(C2=N1)[C@H]1[C@@H]([C@@H]([C@H](O1)CO[P@](=O)(OC1=CC=CC=C1)N[C@@H](C)C(=O)OC(C)C)O)O)NO